C(C)(C)(C)OC(N[C@@H](COC)C1=NC=C(C(=C1)Cl)F)=O |r| rac-(1-(4-chloro-5-fluoropyridin-2-yl)-2-methoxyethyl)carbamic acid tert-butyl ester